The molecule is a dTDP-sugar having 3,6-dideoxy-3-dimethylamino-alpha-D-glucose (alpha-D-mycaminose) as the sugar component. It derives from a dTDP-D-glucose. It is a conjugate acid of a dTDP-alpha-D-mycaminose(1-). C[C@@H]1[C@H]([C@@H]([C@H]([C@H](O1)OP(=O)(O)OP(=O)(O)OC[C@@H]2[C@H](C[C@@H](O2)N3C=C(C(=O)NC3=O)C)O)O)N(C)C)O